ethyl 3-ethyl-2-oxo-1H-pyridine-4-carboxylate C(C)C=1C(NC=CC1C(=O)OCC)=O